4,4,5,5-tetramethyl-1,3,2-dioxaborinane Potassium carbonate C([O-])([O-])=O.[K+].CC1(OBOCC1(C)C)C.[K+]